5-((1-(4-((3S,4R)-3-Amino-4-fluoropyrrolidin-1-yl)phenyl)-1H-imidazol-4-yl)amino)pyrazine-2-carbonitrile N[C@H]1CN(C[C@H]1F)C1=CC=C(C=C1)N1C=NC(=C1)NC=1N=CC(=NC1)C#N